N-(5-(2-((4-(trifluoromethyl)phenyl)thio)ethyl)-1H-indol-3-yl)acetamide FC(C1=CC=C(C=C1)SCCC=1C=C2C(=CNC2=CC1)NC(C)=O)(F)F